(3R)-1-[(4S)-7,8-difluoro-3,4-dihydro-2H-1-benzopyran-4-yl]-3-(2-methylphenyl)piperazine FC1=C(C2=C([C@H](CCO2)N2C[C@H](NCC2)C2=C(C=CC=C2)C)C=C1)F